undecenedioic acid C(C=CCCCCCCCC(=O)O)(=O)O